(2-(2,6-dioxopiperidin-3-yl)-1-oxoisoindolin-5-yl)glycine O=C1NC(CCC1N1C(C2=CC=C(C=C2C1)NCC(=O)O)=O)=O